N-((1s,3s)-3-(6-((4-(4-(2-((1-(2-(3-(2,6-dioxopiperidin-3-yl)phenoxy)acetyl)piperidin-4-yl)oxy)ethyl)piperazin-1-yl)phenyl)amino)-9H-purin-9-yl)cyclobutyl)-2-phenylacetamide O=C1NC(CC[C@H]1C=1C=C(OCC(=O)N2CCC(CC2)OCCN2CCN(CC2)C2=CC=C(C=C2)NC2=C3N=CN(C3=NC=N2)C2CC(C2)NC(CC2=CC=CC=C2)=O)C=CC1)=O